ClC=1C=C2C(=CN=C(C2=CN1)N1CC(C1)CN)C(C)C (1-(6-chloro-4-isopropyl-2,7-naphthyridin-1-yl)azetidin-3-yl)methanamine